NC1=CC=C(CN2C(C(=C(C2O)Cl)Cl)=O)C=C1 1-(4-Aminobenzyl)-3,4-dichloro-5-hydroxy-1,5-dihydro-2H-pyrrol-2-one